1-(2-chlorophenyl)-3-(1-methyl-6-oxo-1,6-dihydropyridin-3-yl)-4-(methylamino)-7-(trifluoromethyl)-1,8-naphthyridin-2(1H)-one ClC1=C(C=CC=C1)N1C(C(=C(C2=CC=C(N=C12)C(F)(F)F)NC)C1=CN(C(C=C1)=O)C)=O